(R)-3-((R)-2-(6-cyanopicolinamido)-2-(4-phosphonophenyl)acetamido)-2-hydroxy-3,4-dihydro-2H-benzo[e][1,2]oxaborinine-8-carboxylic acid C(#N)C1=CC=CC(=N1)C(=O)N[C@@H](C(=O)N[C@@H]1B(OC2=C(C1)C=CC=C2C(=O)O)O)C2=CC=C(C=C2)P(=O)(O)O